C1=NC=C(C2=CC=CC=C12)S(=O)(=O)C1=CC=C(C=C1)CN1C=C2C(C=C1)=CCO2 N-{[4-(isoquinoline-4-sulfonyl)phenyl]methyl}furo[2,3-c]pyridine